Cl.COC=1C=C2CCN(CC2=CC1NC1=NC=C2C(=N1)N(N=C2)C2CC(CCC2)O)C 3-(6-((6-methoxy-2-methyl-1,2,3,4-tetrahydroisoquinolin-7-yl)amino)-1H-pyrazolo[3,4-d]pyrimidin-1-yl)cyclohexan-1-ol hydrochloride